Cl.CN(C(=O)C1CNCCOC1)C N,N-dimethyl-1,4-oxazepane-6-carboxamide Hydrogen chloride